CO[C@H]1[C@@H](COC1)O (3R,4R)-4-methoxytetrahydrofuran-3-ol